Cl.NC=1C2=C(N=CN1)N(C=C2C2=CC=C(C=1N2C=CN1)NC(=O)NC1=CC(=C(C=C1)CN1CCN(CC1)C)C(F)(F)F)CCO 1-(5-(4-amino-7-(2-hydroxyethyl)-7H-pyrrolo[2,3-d]pyrimidin-5-yl)imidazo[1,2-a]pyridin-8-yl)-3-(4-((4-methylpiperazin-1-yl)methyl)-3-(trifluoromethyl)phenyl)urea HCl